BrC1=CC(=NC(=C1)Cl)C(=O)N 4-bromo-6-chloropyridineamide